ClC=1C=C(C(=O)NC2=C(C=C(C(=C2)C=2C=NC(=NC2)N2CCOCC2)F)N2C[C@H](N(CC2)C)C)C=C(C1)Cl 3,5-dichloro-N-[4-fluoro-5-(2-morpholin-4-ylpyrimidin-5-yl)-2-[(3R)-3,4-dimethylpiperazin-1-yl]phenyl]benzamide